methyl 1-(4-{4-[3-methyl-4-({[(1R)-1-phenylethoxy]carbonyl} amino)-1,2-oxazol-5-yl]piperidin-1-yl}phenyl)cyclopropane-1-carboxylate CC1=NOC(=C1NC(=O)O[C@H](C)C1=CC=CC=C1)C1CCN(CC1)C1=CC=C(C=C1)C1(CC1)C(=O)OC